C(#N)[C@H](CC)NC(C1=CC=C(C=C1)C1=NC(=NC=C1C)NC=1C=NN(C1)[C@H](C(F)(F)F)C)=O |o1:26| N-((S)-1-cyanopropyl)-4-(5-methyl-2-((1-((S*)-1,1,1-trifluoropropan-2-yl)-1H-pyrazol-4-yl)amino)pyrimidin-4-yl)benzamide